N1=C(N=C(N=C1N(C)C1=CC=C(C=C1)O)N(C)C1=CC=C(C=C1)O)N(C)C1=CC=C(C=C1)O 4,4',4''-((1,3,5-triazine-2,4,6-triyl)tris(methylazanediyl))triphenol